NC1=[N+](C=CC(=C1Cl)SC1=CN=C(N=N1)N1CCC2(CC1)[C@@H](C1=CC=CC=C1C2)N)[O-] (S)-2-amino-4-((3-(1-amino-1,3-dihydrospiro[indene-2,4'-piperidin]-1'-yl)-1,2,4-triazin-6-yl)thio)-3-chloropyridine 1-oxide